N-methylbis(2-acetoxyethyl)amine CN(CCOC(C)=O)CCOC(C)=O